oxaheptadecane-10-en-2-one OC(CCCCCCCC=CCCCCCC)=O